COC1=C(C(=O)NC2=CC=C(C=C2)N2CCN(CC2)C=2C=NC(=CC2)C)C(=CC=N1)NC1=C(C2=C(OCCN2)N=C1)C 2-Methoxy-4-((8-methyl-2,3-dihydro-1H-pyrido[2,3-b][1,4]oxazin-7-yl)amino)-N-(4-(4-(6-methylpyridin-3-yl)piperazin-1-yl)phenyl)nicotinamide